C(C=C)OC1=C(C(=CC(=C1)C)OC)OCC=C 1,2-Bis(allyloxy)-3-methoxy-5-methylbenzene